2,3-dimethylimidazolium trifluoromethanesulfonate FC(S(=O)(=O)[O-])(F)F.CC=1NC=C[N+]1C